N[C@]1(CN(CC1)C1=C(C(=CC(=C1)Cl)Br)CN1C2=NC=NC(=C2N=C1)N)C(=O)NC(C([2H])([2H])[2H])([2H])[2H] (R)-3-Amino-1-(2-((6-Amino-9H-purin-9-yl)methyl)-3-bromo-5-chlorophenyl)-N-(ethyl-d5)pyrrolidin-3-carboxamid